C(C)OC(CC(C1=CC2=C(N(N=N2)C)C(=C1)OC)C1=C2CCN(CC2=CC=C1)C(C1=CC=C(C=C1)OC(F)F)=O)=O 3-[2-(4-Difluoromethoxybenzoyl)-1,2,3,4-tetrahydroisoquinolin-5-yl]-3-(7-methoxy-1-methyl-1H-benzo[d][1,2,3]triazol-5-yl)propionic acid ethyl ester